5-((3S,4S)-4-((tert-Butoxycarbonyl)amino)-3-methyl-2-oxa-8-azaspiro[4.5]-decan-8-yl)-6-(hydroxymethyl)pyrazine-2-thiol sodium [Na].C(C)(C)(C)OC(=O)N[C@@H]1[C@@H](OCC12CCN(CC2)C=2N=CC(=NC2CO)S)C